BrC=1C=C(C(=NC1)CBr)C(C#N)(CO)C (5-bromo-2-(bromomethyl)pyridin-3-yl)-3-hydroxy-2-methylpropanenitrile